O=C(CNC(OC(C)(C)C)=O)NC1=CC(=CC=C1)CN1C(N(CC1)C=1C=NC=C(C1)NC1=NC=C(C=C1)C1=CC=C(C=C1)N1C(CCC1)=O)=O tert-butyl (2-oxo-2-((3-((2-oxo-3-(5-((5-(4-(2-oxopyrrolidin-1-yl)phenyl)pyridin-2-yl)amino)pyridin-3-yl)imidazolidin-1-yl)methyl)phenyl)amino)ethyl)carbamate